[4-[(1R,2S)-2-aminocyclopropanecarbonyl]piperazin-1-yl]-[2-chloro-4-[[3-[3-(trifluoromethyl)-1H-pyrazol-4-yl]imidazo[1,2-a]pyrazin-8-yl]amino]phenyl]methanone N[C@@H]1[C@@H](C1)C(=O)N1CCN(CC1)C(=O)C1=C(C=C(C=C1)NC=1C=2N(C=CN1)C(=CN2)C=2C(=NNC2)C(F)(F)F)Cl